FC1=CC=C(C(=O)NC2=CC=CC3=CC(=CC=C23)OC)C=C1 4-fluoro-N-(6-methoxynaphthalen-1-yl)benzamide